6-amino-1-methyl-4-[1-(5-methyl-1,2,4-oxadiazol-3-yl)ethylamino]quinolin-2-one NC=1C=C2C(=CC(N(C2=CC1)C)=O)NC(C)C1=NOC(=N1)C